3-(9-((4-(aminomethyl)phenyl)carbamoyl)-4,5-dihydrobenzo[b]thieno[2,3-d]oxepin-8-yl)-6-(((1S,2S,4R)-bicyclo[2.2.1]heptan-2-yl)carbamoyl)picolinic acid NCC1=CC=C(C=C1)NC(=O)C1=CC2=C(OCCC3=C2SC=C3)C=C1C=1C(=NC(=CC1)C(N[C@@H]1[C@H]3CC[C@@H](C1)C3)=O)C(=O)O